Cis-3-methoxy-6-azabicyclo[3.1.1]heptane COC1CC2NC(C1)C2